S1C(=NC2=C1C=CC=C2)NC2=C(C1=C(N=N2)N(CCC1)C=1SC(=CN1)CCCOC1=C(C=C(C=C1)C#C)F)C 2-[3-(1,3-benzothiazol-2-ylamino)-4-methyl-6,7-dihydro-5H-pyrido[2,3-c]pyridazin-8-yl]-5-[3-(4-ethynyl-2-fluoro-phenoxy)propyl]thiazole